CN1N=C(C=C1C1=NN2C(N=C(C=C2N2CCOCC2)N2N=C(C=C2)C=2C=C(C=CC2)C)=C1)C 4-(2-(1,3-dimethyl-1H-pyrazol-5-yl)-5-(3-(m-tolyl)-1H-pyrazol-1-yl)pyrazolo[1,5-a]Pyrimidin-7-yl)morpholine